C1(=CC=CC=C1)CS(=O)(=O)OC1=C(OC(C1=O)([2H])C1=C(C=CC(=C1)F)Cl)N 2-amino-5-(2-chloro-5-fluorophenyl)-4-oxo-4,5-dihydrofuran-3-yl-5-d phenylmethanesulfonate